Tert-Butyl 3-[(2-chloro-5-fluoropyrimidin-4-yl)amino]-6,6-dimethyl-4,6-dihydropyrrolo[3,4-c]pyrazole-5(1H)-carboxylate ClC1=NC=C(C(=N1)NC=1C2=C(NN1)C(N(C2)C(=O)OC(C)(C)C)(C)C)F